CC1=CC(=NC=C1OC1=CC(=C2C(=N1)N(C=N2)C)NC2=NC=C(C=C2)C(=O)N2CCC1(C2)CCOC1)C#N 4-methyl-5-[3-methyl-7-[[5-(8-oxa-3-azaspiro[4.4]nonane-3-carbonyl)-2-pyridinyl]amino]imidazo[4,5-b]pyridin-5-yl]oxy-pyridine-2-carbonitrile